C1(=CC=CC=C1)CCC=1C=C2C(=NC=NC2=CC1)N1CC2(C1)CCN(CC2)CC2=CC=C(C=C2)NS(=O)(=O)CC N-[4-({2-[6-(2-Phenylethyl)quinazolin-4-yl]-2,7-diazaspiro[3.5]non-7-yl}methyl)phenyl]ethanesulfonamide